Deca-3,7-diene CCC=CCCC=CCC